N-methyl-1-(pyrrolidine-2-carbonyl)-4-(4-(trifluoromethyl)phenyl)indoline-6-carboxamide CNC(=O)C1=CC(=C2CCN(C2=C1)C(=O)C1NCCC1)C1=CC=C(C=C1)C(F)(F)F